C([C@@H](O)C1=CC=CC=C1)(=O)OCCCC n-Butyl L-Mandelate